4-hydroxy-4'-vinyl-biphenyl-3-formaldehyde OC1=C(C=C(C=C1)C1=CC=C(C=C1)C=C)C=O